tert-butyl 3-(5-formyl-4-(1-methyl-1H-pyrazol-4-yl)benzofuran-7-yl)benzylcarbamate C(=O)C=1C=C(C2=C(C=CO2)C1C=1C=NN(C1)C)C=1C=C(CNC(OC(C)(C)C)=O)C=CC1